(6R,12R)-20-Amino-6,18-bis(trifluoromethyl)-22-oxa-3,4,16,21-tetraazatetracyclo[15.3.1.12,5.012,16]docosa-1(21),2,4,17,19-pentaen-6-ol NC1=CC(=C2N3CCC[C@H]3CCCCC[C@](C3=NN=C(C1=N2)O3)(O)C(F)(F)F)C(F)(F)F